1,3-bis-(2-tolyl)guanidine C1(=C(C=CC=C1)NC(=N)NC1=C(C=CC=C1)C)C